4,4'-oxybis-benzoic acid O(C1=CC=C(C(=O)O)C=C1)C1=CC=C(C(=O)O)C=C1